ClC1=C(C=C2C(=NNC2=C1)CCC(=O)O)C1=CC=C(C=C1)C=1SC(=CC1)C 3-(6-chloro-5-(4-(5-methylthiophen-2-yl)phenyl)-1H-indazol-3-yl)-propanoic acid